FC(C1=C(C=CC(=C1)C(C(F)(F)F)(C(F)(F)F)F)NC(C1=C(C(=CC=C1)N(C(C1=CC=CC=C1)=O)CC1CC1)F)=O)(F)F N-[2-trifluoromethyl-4-(1,1,1,2,3,3,3-heptafluoropropan-2-yl)-phenyl]-3-[N-(cyclopropylmethyl)-benzamido]-2-fluorobenzamide